(2S,4R)-1-[(2S)-2-(4-cyclopropyltriazol-1-yl)-3,3-dimethyl-butanoyl]-4-hydroxy-N-[[1-hydroxy-3-(trifluoromethyl)cyclohexyl]methyl]pyrrolidine-2-carboxamide C1(CC1)C=1N=NN(C1)[C@H](C(=O)N1[C@@H](C[C@H](C1)O)C(=O)NCC1(CC(CCC1)C(F)(F)F)O)C(C)(C)C